FC=1C(=NC(=NC1)N[C@@H]1C[C@@H](CCC1)C(=O)N)C1=CC(=CC=C1)N1C(C=CC(=C1)C(F)(F)F)=O (1R,3S)-3-((5-fluoro-4-(3-(2-oxo-5-(trifluoromethyl)pyridin-1(2H)-yl)phenyl)pyrimidin-2-yl)amino)cyclohexane-1-carboxamide